(R)-4'-(4-acetylpiperazin-1-yl)-N-((5-fluoro-2-hydroxyphenyl)(1H-indol-2-yl)methyl)-[1,1'-biphenyl]-3-carboxamide C(C)(=O)N1CCN(CC1)C1=CC=C(C=C1)C1=CC(=CC=C1)C(=O)N[C@@H](C=1NC2=CC=CC=C2C1)C1=C(C=CC(=C1)F)O